Cl.Cl.N(=NCC(C)C=1N(CCN1)CCO)CC(C)C=1N(CCN1)CCO azobis{2-[1-(2-hydroxyethyl)-2-imidazolin-2-yl]propane} dihydrochloride